2-(4-(1-(2-(2,6-dioxopiperidin-3-yl)-1,3-dioxoisoindol-5-yl)piperidin-4-yl)piperazin-1-yl)-N-methylacetamide O=C1NC(CCC1N1C(C2=CC=C(C=C2C1=O)N1CCC(CC1)N1CCN(CC1)CC(=O)NC)=O)=O